N1CC(C1)C(=O)N1CC2=C(N=C(N=C2OC2=C(C=C(C#N)C=C2C)C)NC2=CC=C(C=C2)C#N)CC1 4-((6-(azetidine-3-carbonyl)-2-((4-cyanophenyl)amino)-5,6,7,8-tetrahydropyrido[4,3-d]pyrimidin-4-yl)oxy)-3,5-dimethylbenzonitrile